methyl 3-(2-methyl-5-nitrophenyl)-4-nitrobutanoate CC1=C(C=C(C=C1)[N+](=O)[O-])C(CC(=O)OC)C[N+](=O)[O-]